ClC=1C(=CC(=NC1)NC(=O)C1CCN(CC1)CC=1C=C2C(N(C(C2=C(C1)F)=O)C1C(NC(CC1)=O)=O)=O)C1=C2N(N=C1)CC(C2)(C)C N-(5-chloro-4-(5,5-dimethyl-5,6-dihydro-4H-pyrrolo[1,2-b]pyrazol-3-yl)pyridin-2-yl)-1-((2-(2,6-dioxopiperidin-3-yl)-7-fluoro-1,3-dioxoisoindolin-5-yl)methyl)piperidine-4-carboxamide